sodium bis(1,3-dimethylbutyl) sulfosuccinate S(=O)(=O)(O)C(C(=O)OC(CC(C)C)C)CC(=O)OC(CC(C)C)C.[Na]